O=C1N(CC2=CC(=CC=C12)CN[C@@H]1CC2=CC=CC=C2CC1)C1C(NC(CC1)=O)=O 3-(1-oxo-5-((((S)-1,2,3,4-tetrahydronaphthalen-2-yl)amino)methyl)isoindolin-2-yl)piperidine-2,6-dione